hydrocaffeyl-CoA C(CCC1=CC(O)=C(O)C=C1)(=O)SCCNC(CCNC([C@@H](C(COP(OP(OC[C@@H]1[C@H]([C@H]([C@@H](O1)N1C=NC=2C(N)=NC=NC12)O)OP(=O)(O)O)(=O)O)(=O)O)(C)C)O)=O)=O